ClC1=CC(=C2C(=N1)C(=NN2COCC[Si](C)(C)C)C2CC2)C=C 5-chloro-3-cyclopropyl-1-((2-(trimethylsilyl)ethoxy)methyl)-7-vinyl-1H-pyrazolo[4,3-b]pyridine